N[C@@H]1C2=CC(=CC=C2CC12CCN(CC2)C2=NC=C(N=C2)SC2=C(C(=NC=C2)NC)Cl)P(C)(C)=O (S)-(1-amino-1'-(5-((3-chloro-2-(methylamino)pyridin-4-yl)thio)pyrazin-2-yl)-1,3-dihydrospiro[indene-2,4'-piperidin]-6-yl)dimethylphosphine oxide